3-(9H-carbazol-9-yl)phenyl-boronic acid C1=CC=CC=2C3=CC=CC=C3N(C12)C=1C=C(C=CC1)B(O)O